3,3-Dimethylpentan-2,4-dion CC(C(C)=O)(C(C)=O)C